3-[4-fluoro-1-oxo-5-[4-[4-(4-piperidyloxy)cyclohexoxy]-1-piperidyl]isoindolin-2-yl]piperidine-2,6-dione FC1=C2CN(C(C2=CC=C1N1CCC(CC1)OC1CCC(CC1)OC1CCNCC1)=O)C1C(NC(CC1)=O)=O